Tert-butyl 6-(3-(4-(3,9-dioxa-7-azabicyclo[3.3.1]nonan-7-yl)-2,2-dimethylpiperidin-1-yl)-4-iodo-5-methyl-1H-pyrazol-1-yl)-2-azaspiro[3.3]heptane-2-carboxylate C12COCC(CN(C1)C1CC(N(CC1)C1=NN(C(=C1I)C)C1CC3(CN(C3)C(=O)OC(C)(C)C)C1)(C)C)O2